FC1=C(C=C(C=C1)NC(=O)C1=C(N(C(=C1C)C(C(=O)NC1CCC(CC1)CO)=O)C)C)C N-(4-fluoro-3-methylphenyl)-5-(2-(((1s,4s)-4-(hydroxymethyl)cyclohexyl)amino)-2-oxoacetyl)-1,2,4-trimethyl-1H-pyrrole-3-carboxamide